1-(p-tolyl)pyrazol-4-ol C1(=CC=C(C=C1)N1N=CC(=C1)O)C